(5-(3-chloro-4-cyclopropylphenyl)-2,3-dihydro-1H-inden-1-yl)-3-methylazetidin-3-ol ClC=1C=C(C=CC1C1CC1)C=1C=C2CCC(C2=CC1)N1CC(C1)(O)C